(3-(pyridin-4-yl)phenyl)thiazol N1=CC=C(C=C1)C=1C=C(C=CC1)C=1SC=CN1